5-(ethylsulfonyl)-6-(2-(trifluoromethyl)pyrazolo[1,5-a]pyrimidin-5-yl)pyridin-3-amine C(C)S(=O)(=O)C=1C=C(C=NC1C1=NC=2N(C=C1)N=C(C2)C(F)(F)F)N